3,3,3-trifluoro-2-(tri-fluoromethyl)prop-1-ene FC(C(=C)C(F)(F)F)(F)F